CN1C(NC(C=2N(C(=NC12)[C@@H](CC1=CC=NC=C1)NC(OC(C)(C)C)=O)C)=O)=O (R)-tert-Butyl 1-(3,7-dimethyl-2,6-dioxo-2,3,6,7-tetrahydro-1H-purin-8-yl)-2-(pyridin-4-yl)ethylcarbamate